3-methoxy-N-((5-(thiophen-2-yl)-1,3,4-oxadiazol-2-yl)methyl)isonicotinamide COC1=C(C(=O)NCC=2OC(=NN2)C=2SC=CC2)C=CN=C1